3-azacycloheptanone hydrochloride Cl.C1(CNCCCC1)=O